C1(=CC=C(C=C1)N(C1=CC=C(C=2C3=CC=CC=C3C(C12)(C1=CC=CC=C1)C1=CC=CC=C1)C1=CC=CC2=C1OC1=C2C=CC=C1)C1=CC=C(C=C1)C1=CC=CC=C1)C1=CC=CC=C1 bis-biphenyl-4-yl-(4-dibenzofuran-4-yl-9,9-diphenyl-9H-fluoren-1-yl)-amine